C(C)SC1=C(N)C(=CC(=C1)Br)C 2-ethylthio-4-bromo-6-methylaniline